CN(C1=C2N=C(NC2=NC=N1)C1=CC=C(C=C1)CO)CC1OCCC1 N-Methyl-N-(tetrahydrofuran-2-ylmethyl)-8-(4-(hydroxymethyl)phenyl)-9H-purin-6-amine